S(Cl)Cl.[N+](=O)([O-])C1=CC=CC=C1 2-nitrobenzene sulfur chloride